tert-butyl (6'-chloro-5-(3-oxomorpholino)-[2,3'-bipyridin]-4'-yl)carbamate ClC1=CC(=C(C=N1)C1=NC=C(C=C1)N1C(COCC1)=O)NC(OC(C)(C)C)=O